montanyl montanate C(CCCCCCCCCCCCCCCCCCCCCCCCCCC)(=O)OCCCCCCCCCCCCCCCCCCCCCCCCCCCC